4-chloro-3-(6-(5-(difluoromethyl)pyridin-2-yl)-5,7-difluoro-4-oxo-1,4-dihydroquinolin-2-yl)benzonitrile ClC1=C(C=C(C#N)C=C1)C=1NC2=CC(=C(C(=C2C(C1)=O)F)C1=NC=C(C=C1)C(F)F)F